(S)-6-((5-oxopyrrolidin-2-yl)methoxy)-4-(prop-1-en-2-yl)pyrido[3,4-g]isoquinolin-1(2H)-one O=C1CC[C@H](N1)COC1=NC=CC=2C=C3C(=CC12)C(=CNC3=O)C(=C)C